C1=NC(=C2C(=N1)N(C=N2)[C@H]3[C@@H]([C@@H]([C@H](O3)COP(=O)([O-])OP(=O)([O-])OC[C@@H]4[C@H]([C@H]([C@H](O4)OP(=O)([O-])[O-])O)O)O)O)N The molecule is tetraanion of ADP-D-ribose 1''-phosphate arising from deprotonation of phosphate and diphosphate functions. It is a conjugate base of an ADP-D-ribose 1''-phosphate.